iron tris(oxalate) C(C(=O)[O-])(=O)[O-].C(C(=O)[O-])(=O)[O-].C(C(=O)[O-])(=O)[O-].[Fe+6]